2-[2-[2-(dodecyloxy)ethoxy]ethoxy]-ethanol C(CCCCCCCCCCC)OCCOCCOCCO